C(C1=CC=CC=C1)S benzylmercaptan